C(C)C1=CC2=C(C(C=3NC4=CC(=CC=C4C3C2=O)C#N)(C)C)C=C1 9-ethyl-6,6-dimethyl-11-oxo-6,11-dihydro-5H-benzo[b]carbazole-3-carbonitrile